C(#N)C=1N=C(NC1[C@H](CCCCCC(=O)C=1OC=CN1)NC(=O)[C@H]1CC12CCN(CC2)C)C2=CC=C(C=C2)F (S)-N-((S)-1-(4-cyano-2-(4-fluorophenyl)-1H-imidazol-5-yl)-7-(oxazol-2-yl)-7-oxoheptyl)-6-methyl-6-azaspiro[2.5]octane-1-carboxamide